3,5-dimethyl-1-phenyl-1H-pyrazolo[3,4-b]pyridine CC1=NN(C2=NC=C(C=C21)C)C2=CC=CC=C2